CN1C=NC(=C1)C(=O)Cl 1-methyl-4-imidazoleformyl chloride